C(C)OC(C(C(=O)OCC)CC[S@](=O)CC1=CC=CC=C1)=O (S)-2-(2-(benzylsulfinyl)ethyl)malonic acid diethyl ester